CN(C)CC1=C(N=NC=C1)C=1C=C2CN(C(C2=CC1)=O)C1C(NC(CC1)=O)=O 3-(5-(4-((dimethylamino)methyl)pyridazin-3-yl)-1-oxoisoindolin-2-yl)piperidine-2,6-dione